methyl-1H-pyrazole-5-carbonitrile CN1N=CC=C1C#N